The molecule is a zirconium coordination entity consisting of zirconium(IV) bound to oxygen via a double bond and to two chlorines. O=[Zr].Cl.Cl